IC[C@@H]1[C@@H]2CC[C@H](CN1CC1=CC=C(C=C1)OC)N2C(=O)OC(C)(C)C tert-butyl (1S,2S,5R)-2-(iodomethyl)-3-(4-methoxybenzyl)-3,8-diazabicyclo[3.2.1]octane-8-carboxylate